N-(4-(4-fluorobenzoyl)-6-methyl-3,4-dihydro-2H-benzo[b][1,4]oxazin-7-yl)-3,3-dimethylbutanamide FC1=CC=C(C(=O)N2C3=C(OCC2)C=C(C(=C3)C)NC(CC(C)(C)C)=O)C=C1